(S)-N-benzyl-N-(2-((tert-butoxycarbonyl)amino)butanoyl)glycine ethyl ester C(C)OC(CN(C([C@H](CC)NC(=O)OC(C)(C)C)=O)CC1=CC=CC=C1)=O